N-(6-((5-chloro-2-((2-methoxy-6-(4-(4-methylpiperazin-1-yl)piperidin-1-yl)pyridine-3-yl)amino)pyrimidin-4-yl)amino)quinoxalin-5-yl)methanesulfonamide ClC=1C(=NC(=NC1)NC=1C(=NC(=CC1)N1CCC(CC1)N1CCN(CC1)C)OC)NC=1C(=C2N=CC=NC2=CC1)NS(=O)(=O)C